OCC1=CC=C(O1)C(=O)OC methyl 5-(hydroxymethyl)furan-2-carboxylate